2-methyl-1,4-bis(n-butoxycarbonyloxy)naphthalene CC1=C(C2=CC=CC=C2C(=C1)OC(=O)OCCCC)OC(=O)OCCCC